6-bromo-1-methyl-1H-indole-3-carboxylic acid methyl ester COC(=O)C1=CN(C2=CC(=CC=C12)Br)C